Cl.ClCCCC1(NC2(CC2)CC1)C(=O)OC 5-methyl 5-(3-chloropropyl)-4-azaspiro[2.4]heptane-5-carboxylate hydrochloride